C(O)C(CC(C)CO)NC(=O)N 1,3-dimethylolbutylurea